2-{[(1S)-1-(1'-Acryloyl-1',2',3',6'-tetrahydro-3,4'-bipyridin-6-yl)ethyl]amino}-8-[(2S)-3-methylbutan-2-yl]pyrido[2,3-d]pyrimidin-7(8H)-on C(C=C)(=O)N1CCC(=CC1)C=1C=NC(=CC1)[C@H](C)NC=1N=CC2=C(N1)N(C(C=C2)=O)[C@@H](C)C(C)C